N[C@H](C(=O)NN=CC1=NC=CC=C1)CO (S)-2-Amino-3-hydroxy-N'-(pyridin-2-ylmethylene)-propanehydrazide